4-((6,7-dimethoxypyrido[3,2-d]pyrimidin-4-yl)oxy)-3-fluoroaniline COC=1C(=CC=2N=CN=C(C2N1)OC1=C(C=C(N)C=C1)F)OC